4-(5-((2,6-Dioxopiperidin-3-yl)oxy)pyrimidin-2-yl)piperazine-1-carboxylic acid tert-butyl ester C(C)(C)(C)OC(=O)N1CCN(CC1)C1=NC=C(C=N1)OC1C(NC(CC1)=O)=O